NC=1C=CC(=C(C1)B(O)O)F 5-amino-2-fluorobenzeneboronic acid